(1S,2R,4S)-borneol [C@@]12([C@@H](C[C@H](CC1)C2(C)C)O)C